quinoxaline-8-Carboxylic acid methyl ester COC(=O)C=1C=CC=C2N=CC=NC12